4-pyreneylalanine C1=CC=C2C(=CC3=CC=CC4=CC=C1C2=C34)N[C@@H](C)C(=O)O